BrC1=C(C(=CC2=C1C(C(O2)(C2=CC=CC=C2)CN)=C)F)Cl (4-bromo-5-chloro-6-fluoro-3-methylene-2-phenyl-2,3-dihydrobenzofuran-2-yl)methanamine